C(C)OC(C(=O)C=1OC(=CC1)CN1C(CCCC1(C)C)(C)C)=C 2-ethoxy-1-(5-((2,2,6,6-tetramethylpiperidin-1-yl)methyl)furan-2-yl)prop-2-en-1-one